OC=1C=CC=C2CCN([C@@H](C12)CN1C(C2=CC=CC=C2C1)=O)C(=O)[C@H]1[C@H](CCCC1)C(=O)OCC1=CC=CC=C1 Benzyl (1S,2R)-2-((S)-8-hydroxy-1-((1-oxoisoindolin-2-yl)methyl)-1,2,3,4-tetrahydroisoquinoline-2-carbonyl)cyclohexane-1-carboxylate